Cl.Cl.ClC1=CC=C(C=C1)C=1N=C2N(C=CC=C2)C1CN1C2CNC(C1)CC2 2-{[2-(4-Chlorophenyl)imidazo[1,2-a]pyridin-3-yl]-methyl}-2,5-diazabicyclo[2.2.2]octan-Dihydrochlorid